ClC=1C=C(C(=O)NC2=C(C3=CC=CC=C3C=C2)C2=C(C=CC=C2)O)C=CC1 (R)-3-chloro-N-(1-(2-hydroxyphenyl)naphthalen-2-yl)benzamide